C(C)(C)(C)OC(=O)N1C[C@@H](CCC1)NC1=C2C(=NC=C1)N(C=C2C(=O)C2CCCC2)COCC[Si](C)(C)C (R)-3-((3-(cyclopentanecarbonyl)-1-((2-(trimethylsilyl)ethoxy)methyl)-1H-pyrrolo[2,3-b]pyridin-4-yl)amino)piperidine-1-carboxylic acid tert-butyl ester